2-(3-aminophenylmethyl)-1-methylpyrrolo[2,3-c]pyridine NC=1C=C(C=CC1)CC1=CC=2C(=CN=CC2)N1C